FC1=C(C(=CC(=C1)C=1C(=NC=CC1)SC(C)C)F)N1CC(CCC1)CC#N 2-[1-[2,6-difluoro-4-(2-isopropylsulfanyl-3-pyridyl)phenyl]-3-piperidinyl]acetonitrile